CC1=CC(=NN1)NC1=NC(=NC2=CC=CC=C12)C=O (4-(5-methyl-1H-pyrazol-3-ylamino)quinazolin-2-yl)methanone